4-(1-(3-(2,4-Dioxotetrahydropyrimidin-1(2H)-yl)-4-methoxybenzoyl)piperidin-4-yl)butanoic acid O=C1N(CCC(N1)=O)C=1C=C(C(=O)N2CCC(CC2)CCCC(=O)O)C=CC1OC